bis(2-hydroxylethyl) ether OCCOCCO